2,4,4-trimethylpentylphenylphosphine oxide CC(CP(C1=CC=CC=C1)=O)CC(C)(C)C